IC1COCC1 3-iodotetrahydrofuran